N-methyl-3-phenyl-N-(3-phenylpropyl)propan-1-amine CN(CCCC1=CC=CC=C1)CCCC1=CC=CC=C1